Cl.ClC=1C=NC(=NC1)C1C[C@H](NCC1)C 5-chloro-2-((2R)-2-methylpiperidin-4-yl)pyrimidine hydrochloride